C1(=CC=CC=C1)P(C1(C(C=CC=C1)P(C1=CC=CC=C1)C1=CC=CC=C1)[Ru])C1=CC=CC=C1 1,2-bis(diphenylphosphino)phenyl-ruthenium